(E)-2-(2-(4-(dimethylamino)but-2-enoyl)-2,6-diazaspiro[3.4]octan-6-yl)-8-fluoro-4-(5-methyl-1H-indazol-4-yl)quinoline-3-carbonitrile CN(C/C=C/C(=O)N1CC2(C1)CN(CC2)C2=NC1=C(C=CC=C1C(=C2C#N)C2=C1C=NNC1=CC=C2C)F)C